ClC1=CC=C(OC(C(=O)N2CCC(CC2)NC(=O)NC2=CC=C(C=C2)OC)(C)C)C=C1 1-(1-(2-(4-chlorophenoxy)-2-methylpropanoyl)piperidin-4-yl)-3-(4-methoxyphenyl)urea